NC1=C2C(CCOC2=CC=C1OCCO)=O 5-amino-6-(2-hydroxyethoxy)chroman-4-one